N=1N(C=CC1)C(=O)OCC Ethyl pyrazole-2-carboxylate